6-(5-(5-Chloropyridin-3-yl)-1,2,4-oxadiazol-3-yl)-2-((5-fluoropyridin-3-yl)methyl)pyridazin-3(2H)-one ClC=1C=C(C=NC1)C1=NC(=NO1)C=1C=CC(N(N1)CC=1C=NC=C(C1)F)=O